6-(4-{[4-(benzyloxy)phenyl](methyl)carbamoyl}-1,5-dimethyl-1H-pyrrol-2-yl)-1,2,3,4-tetrahydroisoquinoline-2,7-dicarboxylic acid 2-tert-butyl 7-methyl ester COC(=O)C1=C(C=C2CCN(CC2=C1)C(=O)OC(C)(C)C)C=1N(C(=C(C1)C(N(C)C1=CC=C(C=C1)OCC1=CC=CC=C1)=O)C)C